O1C(CC=CC1)=O 2,6-dihydro-pyrone